ClC=1C=C(C=CC1C(=O)N1CCNCC1)NC(=O)C=1N(C(=CN1)C1=C(C(=C(C=C1)C=1C(=NNC1)C)F)F)C N-[3-chloro-4-(piperazine-1-carbonyl)phenyl]-5-[2,3-difluoro-4-(3-methyl-1H-pyrazol-4-yl)phenyl]-1-methyl-imidazole-2-carboxamide